2-(2,4-dioxotetrahydropyrimidin-1(2H)-yl)-5-((4-(5-methylthiophen-3-yl)-3,6-dihydropyridine-1(2H)-yl)methyl)isoindoline-1,3-dione O=C1N(CCC(N1)=O)N1C(C2=CC=C(C=C2C1=O)CN1CCC(=CC1)C1=CSC(=C1)C)=O